ethyl 5-bromo-1,3,3-trimethyl-2-oxo-indoline-6-carboxylate BrC=1C=C2C(C(N(C2=CC1C(=O)OCC)C)=O)(C)C